C1(CC1)CC1(CCC2(OCCO2)CC1)CCCO 3-(8-(Cyclopropylmethyl)-1,4-dioxaspiro[4.5]decan-8-yl)propan-1-ol